Cl.N1(C=CC2=CC=CC=C12)CC(=O)O indol-1-acetate hydrochloride